5-[1-fluoro-3-hydroxy-7-({2-[(1s,3r)-3-(trifluoromethoxy)cyclobutyl]ethyl}amino)-5,6,7,8-tetrahydronaphthalen-2-yl]-1λ6,2,5-thiadiazolidine-1,1,3-trione FC1=C(C(=CC=2CCC(CC12)NCCC1CC(C1)OC(F)(F)F)O)N1CC(NS1(=O)=O)=O